1-(3-(5-hydroxy-7-methoxy-4-oxo-2-(3,4,5-trimethoxyphenyl)chroman-3-yl)propyl)guanidine OC1=C2C(C(C(OC2=CC(=C1)OC)C1=CC(=C(C(=C1)OC)OC)OC)CCCNC(=N)N)=O